6-(tert-butyl)-4-((5-(5-fluoro-6-hydroxypyridin-2-yl)-1,3,4-thiadiazol-2-yl)methyl)-4,6-diazaspiro[2.4]heptane-5,7-dione C(C)(C)(C)N1C(N(C2(CC2)C1=O)CC=1SC(=NN1)C1=NC(=C(C=C1)F)O)=O